[Li+].[CH3-].[CH3-].[Cu+] lithium dimethylcuprate